The molecule is a phenylindole that is 1H-indole which is substituted on the nitrogen by a p-chlorophenyl group, at position 5 by chlorine, and at position 3 by a piperidin-4-yl group, which is itself substituted on the nitrogen by a 2-(2-oxoimidazolidin-1-yl)ethyl group. It has a role as a serotonergic antagonist, an alpha-adrenergic antagonist, a H1-receptor antagonist and a second generation antipsychotic. It is a phenylindole, an organofluorine compound, an organochlorine compound, a heteroarylpiperidine and an imidazolidinone. C1CN(CCC1C2=CN(C3=C2C=C(C=C3)Cl)C4=CC=C(C=C4)F)CCN5CCNC5=O